(6-carbamoyl-[2,3'-bipyridin]-6'-yl)carbamic acid tert-butyl ester C(C)(C)(C)OC(NC1=CC=C(C=N1)C1=NC(=CC=C1)C(N)=O)=O